C(#C)[C@H]1[C@@H]([C@@H]([C@H](O1)CO)O)OC (2r,3r,4r,5s)-5-ethynyl-2-(hydroxymethyl)-4-methoxytetrahydrofuran-3-ol